2-ethyl-3-hydroxy-4(4H)-pyrone C(C)C=1OC=CC(C1O)=O